CC(C)[C@@H](C)C=C[C@@H](C)[C@H]1CCC2=C3C=CC4=CCCC[C@]4(C)[C@H]3CC[C@]12C ergosta-4,6,8(14),22-tetraene